2-(7-chloroimidazo[1,2-a]pyridin-6-yl)oxyethanol ClC1=CC=2N(C=C1OCCO)C=CN2